2-(4-methoxy-1H-indol-3-yl)-N,N-dimethylethanamine COC1=C2C(=CNC2=CC=C1)CCN(C)C